1-((2S,4R)-4-((5-aminopyridin-2-yl)amino)-2-methyl-3,4-dihydro-quinolin-1(2H)-yl)propan-1-one NC=1C=CC(=NC1)N[C@@H]1C[C@@H](N(C2=CC=CC=C12)C(CC)=O)C